2-(2-(4-(hexyloxy)phenyl)-1H-benzimidazol-5-yl)-5-(morpholin-4-yl)isoindolin-1-one C(CCCCC)OC1=CC=C(C=C1)C1=NC2=C(N1)C=CC(=C2)N2C(C1=CC=C(C=C1C2)N2CCOCC2)=O